4-fluoro-N-[5-(5,6-dimethoxypyridin-3-yl)-2-[(3R,5S)-3,4,5-trimethylpiperazin-1-yl]phenyl]-6-oxo-4-(trifluoromethyl)-1H-pyridine-3-carboxamide FC1(C(=CNC(C1)=O)C(=O)NC1=C(C=CC(=C1)C=1C=NC(=C(C1)OC)OC)N1C[C@H](N([C@H](C1)C)C)C)C(F)(F)F